methyl 2-[4-(3-acetamido-2-formylphenyl)pyrazol-1-yl]pyridine-4-carboxylate C(C)(=O)NC=1C(=C(C=CC1)C=1C=NN(C1)C1=NC=CC(=C1)C(=O)OC)C=O